Ethyl (E)-4-((3-chloro-4-fluorophenyl) (cyclopropyl) amino)-4-oxobut-2-enoate ClC=1C=C(C=CC1F)N(C(/C=C/C(=O)OCC)=O)C1CC1